2-[[(1R)-1-(3,6-Dimethyl-4-oxo-2-phenyl-chromen-8-yl)ethyl]amino]benzoic acid CC1=C(OC2=C(C=C(C=C2C1=O)C)[C@@H](C)NC1=C(C(=O)O)C=CC=C1)C1=CC=CC=C1